NC=1SC=2C(=NC=C(N2)C2=CC=C(C#N)C=C2)N1 4-(2-amino-[1,3]thiazolo[4,5-b]pyrazin-6-yl)benzonitrile